ClC=1C2=C(N=CN1)C=NC(=C2)O[C@@H]2CN(CC2)C(=O)OC(C)(C)C tert-butyl (3S)-3-(4-chloropyrido[3,4-d]pyrimidin-6-yl)oxypyrrolidine-1-carboxylate